7-(3,4-dichlorophenyl)-1-(2-morpholinoethyl)-3,4-dihydroquinoline-2(1H)-thione ClC=1C=C(C=CC1Cl)C1=CC=C2CCC(N(C2=C1)CCN1CCOCC1)=S